tert-butyl 2-(hydroxymethyl)pyrrolidine-1-carboxylate OCC1N(CCC1)C(=O)OC(C)(C)C